1-methyl-2,3,4-triethylimidazolinium C[NH+]1C(N(C(C1)CC)CC)CC